FC1=C(C(=C(C(=C1F)F)F)F)OC(CCCCCCCCCCCCCCCCC(=O)OC(C)(C)C)=O octadecanedioic acid 1-(tert-butyl) 18-(perfluorophenyl) ester